Tert-Butyl N-[(E)-3-fluoro-2-[[2-[2-(isopropylamino)-2-oxo-ethyl]-1-oxo-3,4-dihydroisoquinoline-6-yl]oxymethyl]allyl]carbamate F/C=C(\CNC(OC(C)(C)C)=O)/COC=1C=C2CCN(C(C2=CC1)=O)CC(=O)NC(C)C